COC=1C=C(C=CC1OC)CC[C@H](C1=C(C=CC=C1)OCC(=O)OC)[C@]1(N(CCCC1)C([C@@H](CC)C1=CC(=C(C(=C1)OC)OC)OC)=O)C(=O)O (R)-3-(3,4-dimethoxyphenyl)-1-(2-(2-methoxy-2-oxoethoxy)phenyl)propyl-(S)-1-((S)-2-(3,4,5-trimethoxyphenyl)butyryl)piperidine-2-carboxylic acid